N-{(2S,3R)-2-[(3-chloro-2-fluorophenyl)methyl]-4,4-difluoropyrrolidin-3-yl}ethanesulfonamide hydrochloride Cl.ClC=1C(=C(C=CC1)C[C@@H]1NCC([C@@H]1NS(=O)(=O)CC)(F)F)F